FC=1C=CC2=C(C(=C(O2)[C@H](C(C)C)NC(NC2=CC=C(C(=O)N)C=C2)=O)C)C1 (S)-4-(3-(1-(5-fluoro-3-methylbenzofuran-2-yl)-2-methylpropyl)ureido)benzamide